C(#N)C1=CC=2N(N=C1)C(=CC2)C(=O)NC2=CC1=CN(N=C1C=C2C(C)(C)O)C2CCC(CC2)N2[C@@H](CN(CC2)C(=O)OC(C)(C)C)COC tert-butyl (S)-4-((1r,4S)-4-(5-(3-cyanopyrrolo[1,2-b]pyridazine-7-carboxamido)-6-(2-hydroxypropan-2-yl)-2H-indazol-2-yl)cyclohexyl)-3-(methoxymethyl)piperazine-1-carboxylate